{spiro[3.3]heptan-2-yl}acetamide C1C(CC12CCC2)CC(=O)N